trans-4-((3-(2-Isopropylthiazol-5-yl)phenyl)((trans-4-(5-methoxy-6-methylpyridin-2-yl)cyclohexyl)methyl) carbamoyl)cyclohexyl 3-hydroxyazetidine-1-carboxylate OC1CN(C1)C(=O)O[C@@H]1CC[C@H](CC1)C(N(C[C@@H]1CC[C@H](CC1)C1=NC(=C(C=C1)OC)C)C1=CC(=CC=C1)C1=CN=C(S1)C(C)C)=O